N#CC#N.C(CCC)N1C=[N+](C=C1)C 1-butyl-3-methylimidazolium dicyan salt